(3-cyclopropyl-1H-pyrazol-5-yl)-5-oxopyrrolidine-3-carboxamide C1(CC1)C1=NNC(=C1)N1CC(CC1=O)C(=O)N